C(CCCCCCCCCCCCCCC(C)C)(=O)OC(CCCCCCCCCCC)CCCCCCCC Octyldodecanol isostearate